FC1=C(C=CC=C1F)C1N=C(NC(=C1C(=O)OC)C)C=1SC=CN1 methyl 4-(2,3-difluorophenyl)-6-methyl-2-(thiazol-2-yl)-1,4-dihydropyrimidine-5-carboxylate